IC1=C(SC2=C1OCCC2)C(=O)O 3-iodo-6,7-dihydro-5H-thieno[3,2-b]pyran-2-carboxylic acid